N[C@@H]1C[C@@H](CC1)OC=1C(=NC(=CC1)C(F)F)C1=CC(=NN1)NC=1N=CC(=NC1)C#N 5-((5-(3-(((1R,3S)-3-aminocyclopentyl)oxy)-6-(difluoromethyl)pyridin-2-yl)-1H-pyrazol-3-yl)amino)pyrazine-2-carbonitrile